7,8-difluoro-2-((5-(trifluoromethyl)pyridin-2-yl)methyl)naphthalene-1,4-dione FC1=CC=C2C(C=C(C(C2=C1F)=O)CC1=NC=C(C=C1)C(F)(F)F)=O